3,6-dimethoxy-2-dicyclohexylphosphino-2',4',6'-triisopropylbiphenyl COC=1C(=C(C(=CC1)OC)C1=C(C=C(C=C1C(C)C)C(C)C)C(C)C)P(C1CCCCC1)C1CCCCC1